1-(tert-butyl) 2-(2-(4-fluorophenyl)-2-oxoethyl) pyrrolidine-1,2-dicarboxylate N1(C(CCC1)C(=O)OCC(=O)C1=CC=C(C=C1)F)C(=O)OC(C)(C)C